FC=1C=C(C=C(C1)F)[C@@H]1N(OCC1)C1=CC(=NC=N1)NC1=CC(=CC(=C1)S(=O)(=O)C)N1CCN(CC1)C (R)-6-(3-(3,5-difluorophenyl)isoxazolidin-2-yl)-N-(3-(4-methylpiperazin-1-yl)-5-(methyl-sulfonyl)phenyl)pyrimidin-4-amine